N-(5'-methyl-2'-(phenylselanyl)-[1,1'-biphenyl]-2-yl)picolinamide CC=1C=CC(=C(C1)C1=C(C=CC=C1)NC(C1=NC=CC=C1)=O)[Se]C1=CC=CC=C1